5-Hydroxy-1-(3-(pyridazin-4-yl)-1H-1,2,4-triazol-5-yl)-3-(3,4,5-trifluorobenzyl)piperidin-2-one OC1CC(C(N(C1)C1=NC(=NN1)C1=CN=NC=C1)=O)CC1=CC(=C(C(=C1)F)F)F